3-((dihexylphenoxy)thiocarbonylamino-methyl)-3,5,5-trimethylcyclohexylthiocarbamic acid (dihexylphenyl) ester C(CCCCC)C=1C(=C(C=CC1)OC(NC1CC(CC(C1)(C)C)(C)CNC(=S)OC1=C(C(=CC=C1)CCCCCC)CCCCCC)=S)CCCCCC